FN1C(=CC2=CC(=CC=C12)C)C1=CC=C(C=C1)F fluoro-2-(4-fluorophenyl)-5-methyl-1H-indole